CC=1C2=C(N=CN1)N(C1=C2C=CN=C1)[C@H]1[C@H](OC(C2=CC=CC=C2)=O)[C@H](OC(C2=CC=CC=C2)=O)[C@H](O1)COC(C1=CC=CC=C1)=O 4-Methyl-9-(2,3,5-tri-O-benzoyl-β-D-ribofuranosyl)-9H-pyrido[4',3':4,5]pyrrolo[2,3-d]pyrimidine